methyl 2-((2-(((tert-butoxycarbonyl)(2-(6-methoxy-3-nitropyridin-2-yl)ethyl)amino)methyl)-3,4-difluorophenyl)-amino)-5-chloro-4-(trifluoromethyl)benzoate C(C)(C)(C)OC(=O)N(CCC1=NC(=CC=C1[N+](=O)[O-])OC)CC1=C(C=CC(=C1F)F)NC1=C(C(=O)OC)C=C(C(=C1)C(F)(F)F)Cl